C(C)NS(=O)(=O)C1=CC=CC(=C1)NC=1SC=NN1 2-(ethylsulfamoyl)-4-[(1,3,4-thiadiazol-2-yl)amino]Benzene